OC1(C=CCCC1=O)C(=O)[O-] 1-hydroxy-6-oxo-2-cyclohexene-1-carboxylate